pyrone C1=CC(=O)OC=C1